1-[tert-butyl(dimethyl)silyl]-4-oxoazetidine-2-carboxylic acid [Si](C)(C)(C(C)(C)C)N1C(CC1=O)C(=O)O